NCC#CC1=C(C(=O)OC)C=CC(=C1)NC1CCNCC1 methyl 2-(3-aminoprop-1-yn-1-yl)-4-(piperidin-4-ylamino)benzoate